C(=CCCCC)OC(C(C)C)=O HEXENYL-3-CIS-ISOBUTYRATE